BrC=1C=C(SC1)[C@H](C(F)(F)F)N[S@](=O)C(C)(C)C |o1:6| (R)-N-((S*)-1-(4-bromothiophen-2-yl)-2,2,2-trifluoroethyl)-2-methylpropane-2-sulfinamide